N[C@H](CCCNC1=C(C=NC(=C1)NC1=CC=C2C(=N1)N(N=C2)C(C)C)C2=NC=C(C=C2)C2CCOCC2)CC N4'-((1s,4s)-4-aminohexyl)-N6'-(1-isopropyl-1H-pyrazolo[3,4-b]pyridin-6-yl)-5-(tetrahydro-2H-pyran-4-yl)-[2,3'-bipyridin]-4',6'-diamine